4-bromo-5-[4-(3-trifluoromethoxy-benzyl)-piperazin-1-yl]-benzofuran-2-carboxylic acid BrC1=C(C=CC2=C1C=C(O2)C(=O)O)N2CCN(CC2)CC2=CC(=CC=C2)OC(F)(F)F